FC=1C(=NC(=CC1)N1N=CC=N1)OC1=CC=C(C=C1)C(C)(C)C1=CC=C(OC2CC(C2)N)C=C1 (1r,3r)-3-(4-(2-(4-((3-fluoro-6-(2H-1,2,3-triazol-2-yl)pyridin-2-yl)oxy)phenyl)propan-2-yl)phenoxy)cyclobutane-1-amine